ClC=1C(N(C(=CC1[C@@H]1[C@H](C1)C1=CC=C(C=C1)F)C)C1=CC(=NC=C1C)C1=C(C(=NC=C1)F)F)=O 3-chloro-2'',3''-difluoro-4-((1S,2S)-2-(4-fluorophenyl)cyclopropyl)-5',6-dimethyl-2H-[1,4':2',4''-terpyridin]-2-one